(3-(3,5-dibromo-4-hydroxybenzoyl)-2-ethylbenzofuran-6-yl-4,5,7-d3)boronic acid BrC=1C=C(C(=O)C2=C(OC3=C2C(=C(C(=C3[2H])B(O)O)[2H])[2H])CC)C=C(C1O)Br